1-(4-((4-((5-(furan-2-yl)-2-methoxyphenyl)amino)-7-(methylamino)quinazolin-6-yl)oxy)piperidin-1-yl)prop-2-en-1-one O1C(=CC=C1)C=1C=CC(=C(C1)NC1=NC=NC2=CC(=C(C=C12)OC1CCN(CC1)C(C=C)=O)NC)OC